C1(CC1)NC(CCN1C(CCCC1)C=O)=O N-CYCLOPROPYL-3-(2-FORMYLPIPERIDIN-1-YL)PROPANAMIDE